5,6-dimethyl-xanthone CC1=C2OC=3C=CC=CC3C(C2=CC=C1C)=O